3-cyclobutyl-1H-1,2,4-triazole C1(CCC1)C1=NNC=N1